C1(CC1)N1N=C(C(=C1)C1=NC=CC(=N1)NC=1N=CC2=C(C=CC(=C2C1)C(C)C)N1[C@@H]([C@H](C1)CS(=O)(=O)C)C)F N-(2-(1-cyclopropyl-3-fluoro-1H-pyrazol-4-yl)pyrimidin-4-yl)-5-isopropyl-8-((2R,3S)-2-methyl-3-((methylsulfonyl)methyl)azetidin-1-yl)isoquinolin-3-amine